C(C=C)(=O)N1C[C@@H]2COC3=C(C(N2CC1)=O)C(=NC(=C3Cl)C3=C(C=CC=C3O)F)N3[C@H](CN(CC3)C)C (6aR)-8-acryloyl-4-chloro-1-((S)-2,4-dimethylpiperazin-1-yl)-3-(2-fluoro-6-hydroxyphenyl)-6,6a,7,8,9,10-hexahydro-12H-pyrazino[2,1-c]pyrido[3,4-f][1,4]oxazepin-12-one